1-(5-chloro-2-methylpyrimidin-4-yl)methylamine ClC=1C(=NC(=NC1)C)CN